2-(5-(8-methoxy-[1,2,4]triazolo[1,5-a]pyridin-6-yl)-4-(2,2,2-trifluoroethyl)-1H-pyrazol-3-yl)-4-methyl-5-((1R,4R)-5-propyl-2,5-diazabicyclo[2.2.1]heptan-2-yl)thiazole COC=1C=2N(C=C(C1)C1=C(C(=NN1)C=1SC(=C(N1)C)N1[C@H]3CN([C@@H](C1)C3)CCC)CC(F)(F)F)N=CN2